C(C)(C)(C)OC(=O)N1C[C@H](OCC1)CCC(=O)O 3-[(2R)-4-[(tert-Butoxy)carbonyl]morpholin-2-yl]propanoic acid